BrC1=C2C(=NC(=NC2=C(C=C1Cl)F)SC)Cl 5-bromo-4,6-dichloro-8-fluoro-2-(methylthio)quinazoline